C12COCC(CC1)N2C=2C=C1C(=CN=NC1=CC2)N[C@H](C)C2=C(C(=CC=C2)C(F)F)F 6-(3-Oxa-8-azabicyclo[3.2.1]oct-8-yl)-N-((R)-1-(3-(difluoromethyl)-2-fluorophenyl)ethyl)cinnolin-4-amine